4-chloro-2-methyl-6,7-dihydro-5H-pyrrolo[3,4-d]pyrimidine TFA salt OC(=O)C(F)(F)F.ClC=1C2=C(N=C(N1)C)CNC2